N-(5-((3,4,6-O-tribenzoyl-2-acetylamino-2-deoxy-β-D-galactopyranosyl)oxy)-3-oxapentyl)-3-(hydroxymethyl)-3-((tris-(4-methoxyphenyl)methoxy)methyl)azetidine-1-carboxamide C(C1=CC=CC=C1)(=O)[C@]1([C@H]([C@@H](O[C@@H]([C@@]1(O)C(C1=CC=CC=C1)=O)COC(C1=CC=CC=C1)=O)OCCOCCNC(=O)N1CC(C1)(COC(C1=CC=C(C=C1)OC)(C1=CC=C(C=C1)OC)C1=CC=C(C=C1)OC)CO)NC(C)=O)O